N-benzyl-N-(5'-carboxypentyl)-p-nitrosoaniline C(C1=CC=CC=C1)N(C1=CC=C(C=C1)N=O)CCCCCC(=O)O